6-methyl-3,6-diazabicyclo[3.2.2]nonan CN1C2CNCC(C1)CC2